C(#N)C1=C(C=CC=C1)[C@@H](CC)C=1C(=NN(C1)C(C)C)F (1R,2S)-1-(2-cyanophenyl)-1-(3-fluoro-1-isopropyl-1H-pyrazol-4-yl)propan